BrC1=CC(=C(C=C1F)NC(=O)C1=CN=CN1)F N-(4-bromo-2,5-difluorophenyl)-1H-imidazole-5-carboxamide